7-bromo-8-methoxy-3-methyl-5-phenyl-3-propyl-2,3,4,5-tetrahydro-1,5-benzothiazepine 1,1-dioxide BrC=1C(=CC2=C(N(CC(CS2(=O)=O)(CCC)C)C2=CC=CC=C2)C1)OC